2-(pyridin-2-yloxy)acetic acid N1=C(C=CC=C1)OCC(=O)O